FC=1C=C(C=CC1F)CNC(=O)C=1N(C=C(N1)C1=NC(=NC=C1C)SC)C[C@H]1OC1 N-[(3,4-difluorophenyl)methyl]-4-(5-methyl-2-methylsulfanyl-pyrimidin-4-yl)-1-[[(2R)-oxiran-2-yl]methyl]imidazole-2-carboxamide